(1,4-Dibromo-6,7-dihydro-5H-cyclopenta[c]pyridin-3-yl)methanol BrC1=NC(=C(C2=C1CCC2)Br)CO